N1,N4-dimethyl-fumaramide CNC(\C=C\C(=O)NC)=O